OC1(C(NC(CC1)=O)=O)C1=CC=C(C=C1)C1CCN(CC1)C(=O)OC(C)(C)C tert-butyl 4-(4-(3-hydroxy-2,6-dioxopiperidin-3-yl)phenyl)piperidine-1-carboxylate